OC(C)(C)C=1C=C(C(=O)N)C=CC1 3-(2-hydroxypropan-2-yl)benzamide